(S)-N-(8,9-difluoro-6-oxo-1,4,5,6-tetrahydro-2H-pyrano[3,4-c]isoquinolin-1-yl)-N-methyl-1H-indazole-6-carboxamide FC=1C(=CC=2C3=C(NC(C2C1)=O)COC[C@H]3N(C(=O)C3=CC=C1C=NNC1=C3)C)F